CC1CCC=CC1C Tetrahydroxylol